phosphomonomorpholine P(=O)(=O)N1CCOCC1